FB1NC(=C(C1F)F)F 2,3,4,5-tetrafluoro-2,3-dihydro-1H-1,2-azaborole